C(C)(C)(C)[Si]1(C(C1)C[SiH3])C(C)(C)C ((1,1-di-tert-butylsiliran-2-yl)methyl)-silane